methyl 4-methoxy-3-((5-((methoxycarbonyl)amino)-7-((spiro[2.3]hexan-5-ylmethyl)amino)-1H-pyrazolo[4,3-d]pyrimidin-1-yl)methyl)benzoate COC1=C(C=C(C(=O)OC)C=C1)CN1N=CC=2N=C(N=C(C21)NCC2CC1(CC1)C2)NC(=O)OC